N-[(3S,4R,5S)-3-fluoro-1-methyl-5-methyl-4-piperidyl]-6-[3-(4-mesyl-2-anisidino)-1-propynyl]-1-(2,2,2-trifluoroethyl)-1H-benzo[d]imidazole-4-carboxamide F[C@H]1CN(C[C@@H]([C@H]1NC(=O)C1=CC(=CC=2N(C=NC21)CC(F)(F)F)C#CCNC=2C(OC)=CC=C(C2)S(=O)(=O)C)C)C